1-(5-(imidazo[1,2-b]pyridazin-6-yl)pyrrolo[2,1-f][1,2,4]triazin-2-yl)-N4,N4-dimethylcyclohexane-1,4-diamine N=1C=CN2N=C(C=CC21)C=2C=CN1N=C(N=CC12)C1(CCC(CC1)N(C)C)N